C(C)N1CCN(CC1)CCC#N 3-(4-Ethylpiperazin-1-yl)Propanenitril